COC1=CC=C(C=C1)C(C)=O para-Methoxy-acetophenon